CC1=NC=CC=C1C=1C=C2C(=NC1)NC=C2C2=CC=1N(C=C2)N=CC1C(=O)N1CCCCC1 (5-(5-(2-methylpyridin-3-yl)-1H-pyrrolo[2,3-b]pyridin-3-yl)pyrazolo[1,5-a]pyridin-3-yl)(piperidin-1-yl)methanone